FC(C1=NN=C(O1)C1=CC(=C(C=C1)CN1N=NC(=C1)C1=CC2=C(N(C(=N2)N)C)C=C1)F)F 5-[1-[[4-[5-(Difluoromethyl)-1,3,4-oxadiazol-2-yl]-2-fluorophenyl]methyl]triazol-4-yl]-1-methylbenzimidazole-2-amine